CC1=C(C(=NO1)C=1C=NC(=CC1)C)COC1=CC=C(N=N1)C(=O)N[C@@H]1COCCC1 (S)-6-((5-Methyl-3-(6-methylpyridin-3-yl)isoxazol-4-yl)methoxy)-N-(tetrahydropyran-3-yl)pyridazin-3-carboxamid